1-ethyl-2,3-dimethyl-imidazole hexafluorophosphate F[P-](F)(F)(F)(F)F.C(C)N1C(N(C=C1)C)C